benzyl 4-(3-methoxyoxetan-3-yl)benzoate COC1(COC1)C1=CC=C(C(=O)OCC2=CC=CC=C2)C=C1